methyl-3-[(2S)-pyrrolidin-2-yl]-1,2,4-thiadiazole CC1=NC(=NS1)[C@H]1NCCC1